C(C)OC(OCC)OC(C=CC1=C(C=CC=C1)OCC)=O di-ethoxymethyl-2-ethoxycinnamate